6-(2-methyl-4-(trifluoromethyl)phenyl)pyrazine-2-carboxylic acid CC1=C(C=CC(=C1)C(F)(F)F)C1=CN=CC(=N1)C(=O)O